4-(2-(4-(3-(6-cyano-5-(trifluoromethyl)pyridin-3-yl)-5,5-dimethyl-4-oxo-2-thioxoimidazolidin-1-yl)-2-ethylphenoxy)ethyl)-2-methylpiperazine-1-carboxylic acid tert-butyl ester C(C)(C)(C)OC(=O)N1C(CN(CC1)CCOC1=C(C=C(C=C1)N1C(N(C(C1(C)C)=O)C=1C=NC(=C(C1)C(F)(F)F)C#N)=S)CC)C